1-(5-Chloro-4,6-dimethylisoxazolo[5,4-b]pyridin-3-yl)-3-phenylurea ClC=1C(=C2C(=NC1C)ON=C2NC(=O)NC2=CC=CC=C2)C